2-((S)-1-propenoyl-4-(7-(8-methylnaphthalen-1-yl)-2-(1-((S)-1-methylpyrrolidin-2-yl)cyclopropoxy)-5,6,7,8-tetrahydropyrido[3,4-d]pyrimidin-4-yl)piperazin-2-yl)acetonitrile C(C=C)(=O)N1[C@H](CN(CC1)C=1C2=C(N=C(N1)OC1(CC1)[C@H]1N(CCC1)C)CN(CC2)C2=CC=CC1=CC=CC(=C21)C)CC#N